tert-butyl 3-benzyl-5-fluoro-7-hydroxy-3,4-dihydroisoquinoline-2(1H)-carboxylate C(C1=CC=CC=C1)C1N(CC2=CC(=CC(=C2C1)F)O)C(=O)OC(C)(C)C